C(C=C)(=O)OC(C)CCCCCCOC(C=C)=O 2,8-octanediol diacrylate